3-(difluoromethoxy)-4-iodopyridine FC(OC=1C=NC=CC1I)F